benzyl {[4-iodo-2-(2-methylprop-2-yl)-5-(3-{[(2-methylprop-2-yl)diphenylsilyl]oxy}cyclopentyl)pyrazol-3-yl] amino}methanoate IC1=C(N(N=C1C1CC(CC1)O[Si](C1=CC=CC=C1)(C1=CC=CC=C1)C(C)(C)C)C(C)(C)C)NC(=O)OCC1=CC=CC=C1